C1(=CC=CC=C1)NC(NC1=C(C=CC=C1)NS(=O)(=O)C1=CC=CC=C1)=O N-(2-(3-phenylureido)phenyl)benzenesulfonamide